BrC=1C=C(C=C2N=CC(=NC12)N1CCCC1)C(=O)OC methyl 8-bromo-2-(pyrrolidin-1-yl)quinoxaline-6-carboxylate